tert-butyl N-[4-bromo-5-(1-hydroxyethyl)-1,3-thiazol-2-yl]carbamate BrC=1N=C(SC1C(C)O)NC(OC(C)(C)C)=O